4-(1-methyl-1H-pyrazol-4-yl)-3-(3-(1-methyl-1H-pyrazol-4-yl)pyrazolo[1,5-a]pyridin-5-yl)-1H-pyrrolo[2,3-b]pyridine CN1N=CC(=C1)C1=C2C(=NC=C1)NC=C2C2=CC=1N(C=C2)N=CC1C=1C=NN(C1)C